C(CC)N1C=CC2=CN=CC=C12 1-propyl-5-azaindole